(R)-5-(4-(4-amino-5-nitro-6-(3-(trifluoromethyl)bicyclo[1.1.1]pentan-1-yl)pyrimidin-2-yl)-5,6-dihydro-2H-pyran-2-yl)-1-cyclopropylpyridin-2(1H)-one NC1=NC(=NC(=C1[N+](=O)[O-])C12CC(C1)(C2)C(F)(F)F)C2=C[C@@H](OCC2)C=2C=CC(N(C2)C2CC2)=O